The molecule is a triterpenoid saponin with 3,16-dihydroxyolean-12-en-28-oic acid as the aglycone. Isolated from the stems of Gordonia chrysandra, it exhibits a strong inhibitory effect on nitric oxide production. It has a role as a plant metabolite and an anti-inflammatory agent. It is a beta-D-glucosiduronic acid, a pentacyclic triterpenoid, a triterpenoid saponin and a carboxylic ester. It derives from a hydride of an oleanane. C[C@]12CC[C@@H](C([C@@H]1CC[C@@]3([C@@H]2CC=C4[C@]3(C[C@H]([C@@]5([C@H]4CC(CC5)(C)C)C(=O)O[C@H]6[C@@H]([C@H]([C@@H]([C@H](O6)CO)O)O)O)O)C)C)(C)C)O[C@H]7[C@@H]([C@H]([C@@H]([C@H](O7)C(=O)O)O)O[C@H]8[C@@H]([C@H]([C@H](CO8)O)O)O)O